C1=C(C=CC=2C3=CC=CC=C3C3(C12)C1=CC=CC=C1C=1C=CC=CC13)N 9,9'-spirobi(9H-fluorene)-2-amine